3-(4-bromo-2,3-difluorobenzylidene)azetidine 1,3-dioxo-2,3-dihydro-1H-inden-2-ylcyclohexanecarboxylate O=C1C(C(C2=CC=CC=C12)=O)OC(=O)C1CCCCC1.BrC1=C(C(=C(C=C2CNC2)C=C1)F)F